C1(CC1)C1=C(C=CC(=C1)OC(C)C)NC1=NC2=CC=CC=C2C=C1 N-(2-cyclopropyl-4-isopropoxyphenyl)quinolin-2-amine